ClC1=NC(=CC(=C1)C1=C(C=C(C#N)C=C1)C1=NN=C(N1C)S)Cl 4-(2,6-Dichloropyridin-4-yl)-3-(5-mercapto-4-methyl-4H-1,2,4-triazol-3-yl)benzonitrile